2-((4-(6-(6-cyano-1,2,3,4-tetrahydro-naphthalen-2-yl)-2,6-diazaspiro[3.4]octan-2-yl)pyrimidin-5-yl)oxy)-5-fluoro-N,N-diisopropyl-benzamide C(#N)C=1C=C2CCC(CC2=CC1)N1CC2(CN(C2)C2=NC=NC=C2OC2=C(C(=O)N(C(C)C)C(C)C)C=C(C=C2)F)CC1